N1N=CC=2C1=NC=C(C2)C#CC=2C=C(C(=O)NC1=CC(=C(C=C1)CN1CCN(CC1)C)C(F)(F)F)C=CC2C 3-(2-(1H-pyrazolo[3,4-b]pyridin-5-yl)ethynyl)-4-methyl-N-(4-((4-methylpiperazin-1-yl)methyl)-3-(trifluoromethyl)phenyl)benzamide